N1(CCOCC1)C1=CC=2C3=NNC=4C=CC(OCCOCCCOC(=C1)C2)=CC34 4-(morpholin-4-yl)-7,11,14-trioxa-19,20-diazatetracyclo[13.5.2.12,6.018,21]tricosa-1(20),2(23),3,5,15(22),16,18(21)-heptaene